2-(2,2-diphenyl-ethyl)-3-methylcyclohexane-1-one C1(=CC=CC=C1)C(CC1C(CCCC1C)=O)C1=CC=CC=C1